P(=S)(OCCCCCOC(C=C)=O)(O)O acryloyloxypentyl dihydrogen thiophosphate